(3R)-4-amino-7-fluoro-N,3-dimethyl-N-((5S)-2-(trifluoromethyl)-6,7-dihydro-5H-cyclopenta[b]pyridin-5-yl)-1,3-dihydrofuro[3,4-c]quinoline-8-carboxamide NC1=NC=2C=C(C(=CC2C2=C1[C@H](OC2)C)C(=O)N([C@H]2CCC1=NC(=CC=C12)C(F)(F)F)C)F